C(C)(C)C1=C(C=CC=2N1N=C(N2)N[C@H]2CN(CCC2)C=2SC1=C(N2)C=C(C=C1)NC(C=C)=O)C=1C=NNC1 (R)-N-(2-(3-((5-Isopropyl-6-(1H-pyrazol-4-yl)-[1,2,4]triazolo[1,5-a]pyridin-2-yl)amino)piperidin-1-yl)benzo[d]thiazol-5-yl)acrylamide